4-bromo-N-(5-chloro-4-(4-fluoro-1-isopropyl-2-methyl-1H-benzo[d]imidazol-6-yl)pyrimidin-2-yl)-1-((2-(trimethylsilyl)ethoxy)methyl)-1H-indazol-7-amine BrC1=C2C=NN(C2=C(C=C1)NC1=NC=C(C(=N1)C=1C=C(C2=C(N(C(=N2)C)C(C)C)C1)F)Cl)COCC[Si](C)(C)C